ClC1=CC=C2C(=C1)NC(C21N(C(C=2N=C(N(C21)C(CO)C)C=2C=NC(=CC2OC)OC)=O)C2=C(C=CC(=C2)Cl)C)=O 6-chloro-5'-(5-chloro-2-methylphenyl)-2'-(4,6-dimethoxypyridin-3-yl)-3'-(1-hydroxypropan-2-yl)-3'H-spiro[indoline-3,4'-pyrrolo[3,4-d]imidazole]-2,6'(5'H)-dione